FC1=C(C=C(C(=C1)NCC1=C(C(=CC=C1F)OC)CN(C)C(C)C)C)S(=O)(=O)N(C(OC(C)(C)C)=O)C=1N=CSC1 tert-butyl ((2-fluoro-4-((6-fluoro-2-((isopropyl(methyl)amino)methyl)-3-methoxybenzyl)amino)-5-methylphenyl)sulfonyl)(thiazol-4-yl)carbamate